1-((2R,3R,4S,5R)-5-(((tert-butyldimethylsilyl)oxy)methyl)-3-hydroxy-4-((2-sulfido-1,3,2-dithiaphospholan-2-yl)oxy)tetrahydrofuran-2-yl)pyrimidine-2,4(1H,3H)-dione [Si](C)(C)(C(C)(C)C)OC[C@@H]1[C@H]([C@H]([C@@H](O1)N1C(NC(C=C1)=O)=O)O)OP1(SCCS1)=S